2-(2,4-dimethoxypyrimidin-5-yl)-4-((1S,2R)-2-isopropylcyclopropyl)imidazole COC1=NC=C(C(=N1)OC)C=1NC=C(N1)[C@@H]1[C@H](C1)C(C)C